C(#N)C=1C=C2C=CN(C2=CC1)C1=NC(=NC=C1)NC=1C(=CC(=C(C1)NC(C=C)=O)N(C)CCN(C)C)OC N-(5-((4-(5-cyano-1H-indol-1-yl)pyrimidin-2-yl)amino)-2-((2-(dimethylamino)ethyl)(methyl)amino)-4-methoxyphenyl)acrylamide